1-n-butyl-4-piperidyl-methylamine C(CCC)N1CCC(CC1)NC